6-((2-oxa-5-azabicyclo[2.2.1]heptan-5-yl)methyl)-2-(3-(3-((4-methyl-4H-1,2,4-triazol-3-yl)methyl)oxetan-3-yl)phenyl)-4-(trifluoromethyl)isoindolin-1-one C12OCC(N(C1)CC1=CC(=C3CN(C(C3=C1)=O)C1=CC(=CC=C1)C1(COC1)CC1=NN=CN1C)C(F)(F)F)C2